(5-fluoro-1H-indol-3-yl)-1-(furan-3-ylmethyl)-2-oxo-2,3-dihydro-1H-thieno[2,3-b][1,4]thiazine-6-carboxamide FC=1C=C2C(=CNC2=CC1)C1C(N(C2=C(S1)SC(=C2)C(=O)N)CC2=COC=C2)=O